C1(=CC=CC=C1)C=1N=C2C3=NC(C=CC3=CC=C2C(C1OC)=O)(C)C 2-phenyl-3-methoxy-9,9-dimethyl-1,10-phenanthroline-4-one